NC=1C=2N(C=CN1)C(=NC2C2=CC=C(C(=O)NC1=NC=CC=C1)C=C2)[C@H]2N(CCC2)C(C#CC)=O 4-{8-Amino-3-[(2S)-1-(2-butynoyl)-2-pyrrolidinyl]imidazo[1,5-a]pyrazin-1-yl}-N-(2-pyridinyl)benzamide